NC1=C(SC(=C1)C1=CC(=CC=C1)Br)C(=O)N[C@@H]1CN(CCC1)C(=O)OC(C)(C)C tert-butyl (S)-3-(3-amino-5-(3-bromophenyl)thiophene-2-carboxamido)piperidine-1-carboxylate